BrC1(C2(C[C@H]3CC[C@H](N3C([C@H](CC12)NC(=O)OC(C)(C)C)=O)C(=O)O)C)Br (1R,7S,10S)-4,4-Dibromo-7-{[(tert-butoxy)carbonyl]amino}-3-methyl-8-oxo-9-azatricyclo[7.3.0.03,5]dodecane-10-carboxylic acid